ethoxy oxide C(C)OOOCC